C(C)C(CSP(=S)(OCC(CCCC)CC)[O-])CCCC.[Na+].C(#N)N1CC=2N(N=C(C2C1)NC1=NC=CC=C1)C1=C(C(=O)N)C=CC=C1 (5-cyano-3-(pyridin-2-ylamino)-5,6-dihydropyrrolo[3,4-c]pyrazol-1(4H)-yl)benzamide sodium di(2-ethylhexyl)dithiophosphate